ClC=1C=C(C=CC1F)C=1C=CN2C1C(N(C=C2)CC(=O)N2CC(C2)(CF)F)=O 8-(3-chloro-4-fluorophenyl)-2-(2-(3-fluoro-3-(fluoromethyl)azetidin-1-yl)-2-oxoethyl)pyrrolo[1,2-a]pyrazin-1(2H)-one